C(C1=CC=CC=C1)OC1=C(C(=CC(=C1)C1CC1)C)I 1-Benzyloxy-5-cyclopropyl-2-iodo-3-methyl-benzene